7-chloro-6-(1-((4,5,6,7-tetrahydropyrazolo[1,5-a]pyridin-3-yl)sulfonyl)piperidin-4-yl)-[1,2,4]triazolo[1,5-a]pyridine ClC1=CC=2N(C=C1C1CCN(CC1)S(=O)(=O)C=1C=NN3C1CCCC3)N=CN2